N-(1-cyano-2-(2-oxopiperidin-3-yl)ethyl)-2-(4-(difluoromethyl)-6-fluoro-1H-indole-2-carbonyl)-5,5-difluorooctahydrocyclopenta[c]pyrrole-1-carboxamide C(#N)C(CC1C(NCCC1)=O)NC(=O)C1N(CC2C1CC(C2)(F)F)C(=O)C=2NC1=CC(=CC(=C1C2)C(F)F)F